6-chloro-2-(3-((dimethylaminomethyl)methyl)phenyl)-8-fluoroquinoline-3-carbonitrile ClC=1C=C2C=C(C(=NC2=C(C1)F)C1=CC(=CC=C1)CCN(C)C)C#N